4-(trifluoromethyl)-2-((S)-3-(((2r,3r,4r,5S)-3,4,5-tris(benzyloxy)-2-methylpiperidin-1-yl)methyl)piperidin-1-yl)thiazoleN FC(C1=CN(SC1)N1C[C@@H](CCC1)CN1[C@@H]([C@H]([C@@H]([C@H](C1)OCC1=CC=CC=C1)OCC1=CC=CC=C1)OCC1=CC=CC=C1)C)(F)F